(S)-6-((4-((2-hydroxy-1-phenylethyl)amino)-5-(3-methyl-1,2,4-oxadiazol-5-yl)pyridin-2-yl)amino)-1-isopropyl-1,2-dihydro-3H-pyrazolo[3,4-b]pyridin-3-one OC[C@H](C1=CC=CC=C1)NC1=CC(=NC=C1C1=NC(=NO1)C)NC1=CC=C2C(=N1)N(NC2=O)C(C)C